OC1=C(C=C(C=C1)C=CC(=O)C1=C(C=CC=C1)CC1CNCS1)C 3-(4-Hydroxy-3-methylphenyl)-1-[2-(1,3-thiazolidin-5-ylmethyl)phenyl]prop-2-en-1-one